C[C@@H](C(N1CCC(CC1)C(F)(F)F)=O)N1C=2N(CC1=O)C(=CN2)C(=O)N [(1s)-1-methyl-2-oxo-2-[4-(trifluoromethyl)-1-piperidinyl]ethyl]-2-oxo-1H-imidazo[1,2-a]imidazole-5-carboxamide